4-ETHYL-1H-IMIDAZOLE-2-CARBALDEHYDE C(C)C=1N=C(NC1)C=O